(R)-5-fluoro-2-(Oxiran-2-ylmethoxy)benzaldehyde FC=1C=CC(=C(C=O)C1)OC[C@@H]1OC1